BrC=1C=C(C(=NC1)C1=NC2=C(C=NC(=C2)C(F)(F)F)N1C)SCC 2-(5-bromo-3-ethylsulfanyl-2-pyridinyl)-3-methyl-6-(trifluoromethyl)imidazo[4,5-c]pyridine